MonoMagnesium hydrogen phosphate P(=O)(O)([O-])[O-].[Mg+2]